tert-butoxycarbonyl-4-[3-[[(1S)-1-tert-butoxycarbonyl-2-methyl-propyl]amino]propyl]piperidine-4-carboxylate C(C)(C)(C)OC(=O)N1CCC(CC1)(C(=O)[O-])CCCN[C@@H](C(C)C)C(=O)OC(C)(C)C